4-Amino-1-Tert-Butyl-1h-Pyrazolo[3,4-D]Pyrimidin NC1=C2C(=NC=N1)N(N=C2)C(C)(C)C